benzyl salicylate (2-hydroxybenzoate) OC1=C(C(=O)O)C=CC=C1.C(C=1C(O)=CC=CC1)(=O)OCC1=CC=CC=C1